[Ni+2].[Br-].C1(=CC=CC=C1)P(C1=CC=CC=C1)C1=CC=CC=C1.[Br-] trans-phenyl-(diphenyl-phosphine) bromide nickel